ClC=1C=2N(C(=CC1)N1C[C@@H](C[C@H](C1)O)O)C=NC2 8-chloro-5-[(3R,5R)-3,5-dihydroxypiperidin-1-yl]imidazo[1,5-a]pyridin